(3R,4R,5S,6R)-6-(hydroxymethyl)-3-(trifluoromethyl)tetrahydro-2H-pyran-2,4,5-triol OC[C@@H]1[C@H]([C@@H]([C@H](C(O1)O)C(F)(F)F)O)O